(E)-N'-[4-fluoro-2-[7-fluoro-2-(oxan-2-yl)indazole-4-carbonyl]naphthalen-1-yl]-N,N-dimethylmethanimidamide FC1=CC(=C(C2=CC=CC=C12)/N=C/N(C)C)C(=O)C=1C2=CN(N=C2C(=CC1)F)C1OCCCC1